4-methyl-7-nitro-1H-indole-2-carboxylic acid CC1=C2C=C(NC2=C(C=C1)[N+](=O)[O-])C(=O)O